C1=CC=C(C(=C1)NC(=O)CBr)F 2-bromo-N-(2-fluorophenyl)acetamide